C(=O)(O)C1=CC=CC(=N1)CNCCN(CCN)CC1=NC(=CC=C1)C(=O)O N,N'-bis(6-carboxy-2-pyridylmethyl)-diethylenetriamine